[4-(2-tetrahydrofuran-3-yl-5H-pyrrolo[2,3-b]pyrazin-7-yl)-1-piperidyl]-[4-(trifluoromethoxy)phenyl]methanone O1CC(CC1)C=1N=C2C(=NC1)NC=C2C2CCN(CC2)C(=O)C2=CC=C(C=C2)OC(F)(F)F